O1CC(C1)COC(=O)N1[C@H]([C@H](CCC1)NS(=O)(=O)C)CC=1C=C(C=CC1)C1=CC=CC=C1.ClC1=NC(=NC(=C1)OC)SC 4-chloro-6-methoxy-2-(methylthio)pyrimidine oxetan-3-ylmethyl-cis-2-(biphenyl-3-ylmethyl)-3-((methylsulfonyl)amino)piperidine-1-carboxylate